C(C1=CC=CC=C1)OC1=CC(=C2C(C=C(OC2=C1)C1=CC=CC=C1)=O)OC 7-(benzyloxy)-5-methoxy-2-phenyl-4H-chromen-4-one